(5-cyano-1,3-dihydrospiro[indene-2,4'-piperidin]-3-yl)-2-methylpropane-2-sulfinamide C(#N)C=1C=C2C(C3(CCNCC3)CC2=CC1)CC(C)(S(=O)N)C